C(#N)CC(=O)N1C[C@@H]([C@@H](CC1)C)N(C=1C2=C(N=CN1)N(C=C2)C(OC2=CC=C(C=C2)N)=S)C O-(4-aminophenyl) 4-(((3R,4R)-1-(2-cyanoacetyl)-4-methylpiperidin-3-yl) (methyl) amino)-7H-pyrrolo[2,3-d]pyrimidine-7-carbothioate